ClC1=C(C=C(C(=C1)[N+](=O)[O-])F)C(=C)OCC 1-chloro-2-(1-ethoxyethenyl)-4-fluoro-5-nitrobenzene